8-(4-isobutyrylpiperazin-1-yl)-N-((2-(trimethylsilyl)ethoxy)methyl)imidazo[1,5-a]pyridine-6-sulfonamide C(C(C)C)(=O)N1CCN(CC1)C=1C=2N(C=C(C1)S(=O)(=O)NCOCC[Si](C)(C)C)C=NC2